CN1CCOC=2C(C1=O)=NN1C2CNCCC1 4-methyl-3,4,9,10,11,12-hexahydro-8H-[1,4]diazepino[1',2':1,5]pyrazolo[3,4-f][1,4]oxazepin-5(2H)-one